cyclobutyl-5-(5-(methoxymethyl)-1H-imidazol-2-yl)-2-methylbenzoic acid methyl ester COC(C1=C(C(=CC(=C1)C=1NC(=CN1)COC)C1CCC1)C)=O